(2S)-N-[(1S)-1-cyano-2-phenylethyl]-1,4-oxazepane-2-formamide C(#N)[C@H](CC1=CC=CC=C1)NC(=O)[C@H]1OCCCNC1